2-amino-1-(4-(5-(trifluoromethyl)pyrimidin-2-yl)piperazin-1-yl)ethane-1-one NCC(=O)N1CCN(CC1)C1=NC=C(C=N1)C(F)(F)F